3,4-dicyanophenylboronic acid pinacol ester C(#N)C=1C=C(C=CC1C#N)B1OC(C)(C)C(C)(C)O1